7-fluoro-2-(((1R,3S)-3-((6-oxo-5-(trifluoromethyl)-1,6-dihydropyridazin-4-yl)amino)cyclopentyl)methyl)-6-(5-(trifluoromethyl)pyrimidin-2-yl)isoquinolin-1(2H)-one FC1=C(C=C2C=CN(C(C2=C1)=O)C[C@H]1C[C@H](CC1)NC=1C=NNC(C1C(F)(F)F)=O)C1=NC=C(C=N1)C(F)(F)F